tris(2,4-difluoro-3-(trifluoromethyl)phenyl)borane tris(nonylphenyl)phosphite C(CCCCCCCC)C1=C(C=CC=C1)OP(OC1=C(C=CC=C1)CCCCCCCCC)OC1=C(C=CC=C1)CCCCCCCCC.FC1=C(C=CC(=C1C(F)(F)F)F)B(C1=C(C(=C(C=C1)F)C(F)(F)F)F)C1=C(C(=C(C=C1)F)C(F)(F)F)F